4-(5-methyl-2-((1-(piperidin-4-yl)-1H-pyrazol-4-yl)amino)pyrimidin-4-yl)benzamide CC=1C(=NC(=NC1)NC=1C=NN(C1)C1CCNCC1)C1=CC=C(C(=O)N)C=C1